CC1(CC2=C(CN1)SC(=N2)N)C 6,6-Dimethyl-4,5,6,7-tetrahydro[1,3]thiazolo[5,4-c]pyridin-2-amine